COC1=CC=NC2=C(C=CC=C12)NS(=O)(=O)C=1C=NC(=CC1)C(F)(F)F N-(4-meth-oxyquinolin-8-yl)-6-(trifluoro-methyl)pyridine-3-sulfonamide